CS(=O)(=O)C=1C=C(C=CC1)C=1C2=C(N=C(N1)N1[C@H](CCC1)C#N)CCC2 (R)-1-(4-(3-(methylsulfonyl)phenyl)-6,7-dihydro-5H-cyclopenta[d]pyrimidin-2-yl)pyrrolidine-2-carbonitrile